{4-[dimethoxy-(4-phenylthiophenyl)methyl]phenyl}dimethylsulfonium nonafluorobutanesulfonate FC(C(C(C(S(=O)(=O)[O-])(F)F)(F)F)(F)F)(F)F.COC(C1=CC=C(C=C1)[S+](C)C)(C1=CC=C(C=C1)SC1=CC=CC=C1)OC